C12(CC3CC(CC(C1)C3)C2)CN2N=CC(=C2C)C2=C(C=3C=CC(=NC3C=C2)C2=CC=CC3=CC=C(C=C23)C(NC=2SC3=C(N2)C=CC=C3)=O)C(=O)OC methyl 6-(1-(adamantan-1-ylmethyl)-5-methyl-1H-pyrazol-4-yl)-2-(7-(benzo[d]thiazol-2-ylcarbamoyl)naphthalen-1-yl)quinoline-5-carboxylate